trans-2-pentenal C(\C=C\CC)=O